C(C)(C)(C)C1=NN(C(=C1O)CCC)C(C)C 3-tert-butyl-4-hydroxy-5-n-propyl-1-isopropyl-pyrazole